C1(=CC(=CC=C1)C1=CC=C2C(=N1)CCC2)C 2-(m-Tolyl)-6,7-dihydro-5H-cyclopenta[b]pyridin